5,7-difluoro-1,3-dimethylindole-2-carboxylic acid methyl ester COC(=O)C=1N(C2=C(C=C(C=C2C1C)F)F)C